O=C(N[C@H](C(NCC(O)=O)=O)CSSC[C@H](NC(CC[C@H](N)C(O)=O)=O)C(NCC(O)=O)=O)CC[C@H](N)C(O)=O Glutathion-Disulfid